6-(trifluoromethoxy)nicotinic acid FC(OC1=NC=C(C(=O)O)C=C1)(F)F